2-Amino-8-bromo-4-chloroquinoline-3-carbonitrile NC1=NC2=C(C=CC=C2C(=C1C#N)Cl)Br